((2S,5R)-2,5-dimethylpiperazin-1-yl)-1-(4-fluoro-2-isopropylpyridin-3-yl)-7-(2-fluoro-6-methoxyphenyl)-5,6,7,8-tetrahydropyrido[3,4-d]pyrimidin-2(1H)-one C[C@@H]1N(C[C@H](NC1)C)C=1C2=C(N(C(N1)=O)C=1C(=NC=CC1F)C(C)C)CN(CC2)C2=C(C=CC=C2OC)F